C(C)(C)(C)OC(=O)O[C@@H]1[C@H]([C@H](N(C1)C(=O)OC(C)(C)C)CC1=CC=C(C=C1)OC)OC(NCCOCCN1CCNCC1)=O tert-butyl (2R,3S,4S)-4-[(tert-butoxycarbonyl)oxy]-2-[(4-methoxyphenyl)methyl]-3-[({2-[2-(piperazin-1-yl)ethoxy]ethyl}carbamoyl)oxy]pyrrolidine-1-carboxylate